FC=1C=NC(=NC1)C=1C=C(C=CC1C)NC(=O)N1[C@H]2C[C@@H](C[C@@]1(C2)C2=NC=CC=N2)C (1R,3S,5S)-N-(3-(5-fluoropyrimidin-2-yl)-4-methylphenyl)-3-methyl-1-(pyrimidin-2-yl)-6-azabicyclo[3.1.1]heptane-6-carboxamide